CC1=CC=CC(=CCCC(CCC1)C)C 1,5,9-Trimethylcyclododecatrien